methyl-[1,1'-biphenyl]-3-carbaldehyde CC1=C(C=CC=C1C=O)C1=CC=CC=C1